NC=1N=C(SC1C(=O)C1=CC=C(OC(C(=O)OCC)(C)C)C=C1)N(C1=CC=C(C=C1)F)[C@@H](C(=O)N)C |r| rac-Ethyl 2-[4-[4-amino-2-(N-(2-amino-1-methyl-2-oxo-ethyl)-4-fluoro-anilino)thiazole-5-carbonyl]phenoxy]-2-methyl-propanoate